CC=1N=C(N(C1)C(=O)NCC#CC1=CC=CC=C1)OCCN1CCN(CC1)C Methyl-2-(2-(4-methylpiperazin-1-yl)ethoxy)-N-(3-phenylprop-2-yn-1-yl)-1H-imidazole-1-carboxamide